5-((5-(4-((1-(5-(6,8-difluoro-5-methyl-5H-pyrido[4,3-b]indol-7-yl)pyridin-2-yl)azetidin-3-yl)oxy)piperidin-1-yl)pentyl)oxy)-2-(2,6-dioxopiperidin-3-yl)isoindoline-1,3-dione FC1=C(C(=CC=2C3=C(N(C12)C)C=CN=C3)F)C=3C=CC(=NC3)N3CC(C3)OC3CCN(CC3)CCCCCOC=3C=C1C(N(C(C1=CC3)=O)C3C(NC(CC3)=O)=O)=O